(E)-3-(dimethylamino)-1-(6-methylpyridin-2-yl)prop-2-en-1-one CN(/C=C/C(=O)C1=NC(=CC=C1)C)C